Quinoxaline-8-carboxamide N1=CC=NC2=CC=CC(=C12)C(=O)N